7-bromo-4-(methylamino)-1-phenylquinazolin-2(1H)-one BrC1=CC=C2C(=NC(N(C2=C1)C1=CC=CC=C1)=O)NC